(pyridin-2-yl)-N-(pyrimidin-2-yl)thiazol-2-amine N1=C(C=CC=C1)C=1N=C(SC1)NC1=NC=CC=N1